NC(CCN(C=1C=CC(=NC1)OCCN1[C@H](CN(C[C@H]1C)C(=O)OCC1=CC=CC=C1)C)C(=O)OC)=O (3s,5r)-benzyl 4-(2-((5-((3-amino-3-oxopropyl) (methoxycarbonyl) amino) pyridin-2-yl) oxy) ethyl)-3,5-dimethylpiperazine-1-carboxylate